O1N(CCC1)C(=O)[C@H]1N2C(N([C@H](CC1)C2)OS(=O)(=O)O)=O.[NH+]2=CC=CC=C2 pyridinium (2S,5R)-2-(1,2-oxazolidin-2-ylcarbonyl)-6-(sulfooxy)-1,6-diazabicyclo-[3.2.1]octan-7-one